[N].O=S oxysulfide nitrogen